BrC1=NC=2C=C(C=CC2C2=C1COC2)CN(C(=O)C=2C=NC(=CC2)C2CC2)C2=CC=CC=1C(CCS(C12)(=O)=O)(F)F N-({4-bromo-1H,3H-furo[3,4-c]quinolin-7-yl}methyl)-6-cyclopropyl-N-(4,4-difluoro-1,1-dioxo-3,4-dihydro-2H-1λ6-benzothiopyran-8-yl)pyridine-3-carboxamide